4-[(4-fluorophenyl)-phenyl-methylene]Piperidine FC1=CC=C(C=C1)C(=C1CCNCC1)C1=CC=CC=C1